tert-butyl 4-((6-((4-(methylsulfonyl)phenyl)amino)-1H-pyrazolo[3,4-d]pyrimidin-1-yl)methyl)piperidine-1-carboxylate CS(=O)(=O)C1=CC=C(C=C1)NC1=NC=C2C(=N1)N(N=C2)CC2CCN(CC2)C(=O)OC(C)(C)C